2-(5-(2-((R)-3-fluoropyrrolidin-1-yl)ethyl)-2-oxo-4-(trifluoromethyl)pyridin-1(2H)-yl)-4-methylpentanoic acid F[C@H]1CN(CC1)CCC=1C(=CC(N(C1)C(C(=O)O)CC(C)C)=O)C(F)(F)F